C(C)N1CCN(CC1)C(=O)NCC1=C(C=C(C=C1)NC1=NC=C(C(=N1)C=1C=C(C2=C(N(C(=N2)C)C(C)C)C1)F)F)F 4-ethyl-N-(2-fluoro-4-((5-fluoro-4-(4-fluoro-1-isopropyl-2-methyl-1H-benzo[d]imidazol-6-yl)pyrimidin-2-yl)amino)benzyl)piperazine-1-carboxamide